ClC1=C(C(=CC=C1)Cl)COC=1C=CC(=NC1)N1N=C(N=C1)CO (1-{5-[(2,6-dichlorophenyl)methoxy]pyridin-2-yl}-1,2,4-triazol-3-yl)methanol